BrC=1C=C(C=CC1)C1(CC(C1)(OC)OC)C(=O)NNC(NCC)=S 2-(1-(3-bromophenyl)-3,3-dimethoxycyclobutane-1-carbonyl)-N-ethylhydrazine-1-carbothioamide